7-(5-(5-((1S,4S)-2-oxa-5-azabicyclo[2.2.1]hept-5-yl)-1,3,4-thiadiazol-2-yl)-4-(isopropylamino)pyridin-2-yl)pyrrolo[1,2-b]pyridazine-3-carbonitrile [C@@H]12OC[C@@H](N(C1)C1=NN=C(S1)C=1C(=CC(=NC1)C1=CC=C3N1N=CC(=C3)C#N)NC(C)C)C2